methylenebisstearoamide CCCCCCCCCCCCCCCCCC(=O)NCNC(=O)CCCCCCCCCCCCCCCCC